C(C)(C)C1(N(C2=C(N1C)CCCC2)C)C2(N(C1=C(N2C)CCCC1)C)C(C)C 2,2'-diisopropyl-1,1',3,3'-tetramethyl-2,2',3,3',4,4',5,5',6,6',7,7'-dodecahydro-2,2'-bibenzo[d]imidazole